NC=1C2=C(N=CN1)N(C=C2C2=CC=C(C=1N2C=CN1)NC(=O)NC1=CC(=NO1)C(C(F)(F)F)(C)C)C1CC1 1-(5-(4-amino-7-cyclopropyl-7H-pyrrolo[2,3-d]pyrimidin-5-yl)imidazo[1,2-a]pyridin-8-yl)-3-(3-(1,1,1-trifluoro-2-methylpropan-2-yl)isoxazol-5-yl)urea